CN1C=CN2N=CC(=C21)C(=O)N2CC1(C2)CC(C1)N(C([O-])=O)C1=NC=NC(=C1)C(F)(F)F 2-(1-methyl-1H-imidazo[1,2-b]pyrazole-7-carbonyl)-2-azaspiro[3.3]heptan-6-yl(6-(trifluoromethyl)pyrimidin-4-yl)carbamate